OC(C=O)(CC)O 2,2-Dihydroxybutyraldehyde